8-methoxy-6-(5-methyl-2-pyridinyl)-N-[1-(5-methyl-1,3,4-thiadiazol-2-yl)ethyl]quinazolin-4-amine COC=1C=C(C=C2C(=NC=NC12)NC(C)C=1SC(=NN1)C)C1=NC=C(C=C1)C